NCC1CC(N(C1)C1=CC=C(C=C1)S(=O)(=O)N1CCN(CC1)C1=NC(=CC(=C1)C(F)(F)F)Cl)=O 4-(Aminomethyl)-1-[4-[4-[6-chloro-4-(trifluoromethyl)-2-pyridyl]piperazin-1-yl]sulfonyl-phenyl]pyrrolidin-2-one